C(C)(C)(C)OC(=O)N[C@H](C(=O)O)CC=1N(C=NC1)C (2S)-2-(tert-butoxycarbonylamino)-3-(3-methylimidazol-4-yl)propanoic acid